FC=1NOC=CC1NCC1CN(CC1)C=1N=NC(=CN1)C1=C(C=C(C=C1)C=1C=NNC1)O 2-[3-(3-{[(3-fluorooxazin-4-yl)amino]methyl}pyrrolidin-1-yl)-1,2,4-triazin-6-yl]-5-(1H-pyrazol-4-yl)phenol